2-Methyl-2-(2-methyl-4-((4-(4-(trifluoromethyl)benzyl)piperazin-1-yl)methyl)phenoxy)propanoic acid CC(C(=O)O)(C)OC1=C(C=C(C=C1)CN1CCN(CC1)CC1=CC=C(C=C1)C(F)(F)F)C